Cyclohexan-bis-carbonat C(O)(O)=O.C(O)(O)=O.C1CCCCC1